C(C)(C)(C)OC(=O)N[C@H](C(=O)N1[C@@H](C[C@H](C1)O)C(=O)O)C(C)(C)C (2S,4R)-1-[(2S)-2-{[(tert-butoxy)carbonyl]-amino}-3,3-dimethylbutanoyl]-4-hydroxypyrrolidine-2-carboxylic acid